ClC=1C(=CC2=C(NC=3C=NC=NC3N2CCOCC2CCCCC2)C1)CC 7-chloro-10-(2-(cyclohexylmethoxy)ethyl)-8-ethylbenzo[g]pteridine